2-[(3-cyanophenyl)carbamoylamino]-1,3-benzothiazole-6-carboxylic acid C(#N)C=1C=C(C=CC1)NC(=O)NC=1SC2=C(N1)C=CC(=C2)C(=O)O